C=C1CCC2N(CCNC2)C1=O 7-methyleneoctahydro-6H-pyrido[1,2-a]pyrazin-6-one